FC1(OC(OC1)=O)F 4,4-difluoro-1,3-dioxolan-2-one